di-propoxypropane C(CC)OC(C)(C)OCCC